C(C)C1=C(C=CC(=C1O)CC)C(C(=O)OCC)=O ethyl 2-(2,4-diethyl-3-hydroxyphenyl)-2-oxoacetate